C(C)(C)C(C(=O)O)CCCCCC(C(=O)O)C(C)C 2,8-diisopropylazelaic acid